6-(cyclopropylsulfonyl)-N-(1-(3,3-difluorocyclobutyl)-1H-pyrazolo[3,4-b]pyridin-6-yl)-4-(6-azaspiro[2.5]oct-6-yl)nicotinamide C1(CC1)S(=O)(=O)C1=NC=C(C(=O)NC2=CC=C3C(=N2)N(N=C3)C3CC(C3)(F)F)C(=C1)N1CCC3(CC3)CC1